N1CC(CCC1)C1CCN(CC1)C1=CC=C(C=C1)C1C(NC(CC1)=O)=O 3-[4-[4-(3-piperidinyl)-1-piperidinyl]phenyl]piperidine-2,6-dione